FC1=C(C(=C(C=C1C1=NN(C2=NC(=NC=C21)N2CCC1(CCOCC1)CC2)C)C(F)(F)F)F)O 2,6-Difluoro-3-(1-methyl-6-(3-oxa-9-azaspiro[5.5]undecan-9-yl)-1H-pyrazolo[3,4-d]pyrimidin-3-yl)-5-(trifluoromethyl)phenol